BrC=1C(=CC(=NC1)N1CC2N(C(C1)C2)CC=2C=NC(=C(C2)F)OC)Cl 3-(5-bromo-4-chloropyridin-2-yl)-6-((5-fluoro-6-methoxypyridin-3-yl)methyl)-3,6-diazabicyclo[3.1.1]heptane